(6-(3-(1H-pyrazol-1-yl)-7,8-dihydro-1,6-naphthyridin-6(5H)-yl)-5-methylpyridazin-3-yl)(3-hydroxy-3-methylazetidin-1-yl)methanone N1(N=CC=C1)C=1C=NC=2CCN(CC2C1)C1=C(C=C(N=N1)C(=O)N1CC(C1)(C)O)C